BrC=1C=CC=C2C(CCOC12)C(=O)OCC1=CC=CC=C1 Benzyl 8-bromochromane-4-carboxylate